carbazolate C1(=CC=CC=2C3=CC=CC=C3NC12)C(=O)[O-]